cyclopropyl-1H-indazole-6-carboxylic acid C1(CC1)N1N=CC2=CC=C(C=C12)C(=O)O